N-(3-chloro-2-hydroxyethyl-benzyl)-1-(5-methyl-2-((tetrahydro-2H-pyran-4-yl)amino)-pyrimidin-4-yl)-1H-imidazole-4-carboxamide ClC=1C=C(C(NC(=O)C=2N=CN(C2)C2=NC(=NC=C2C)NC2CCOCC2)CCO)C=CC1